NCC1=CC=C(C=C1)NC(=O)C=1SC=C(C1)N1C=NC2=C1C=CC=C2 N-(4-(aminomethyl)phenyl)-4-(1H-benzo[d]imidazol-1-yl)thiophene-2-carboxamide